CC1=CN=C(S1)NC1=CC2=C(C(=N1)OC1CN(CCC1)C(C=C)=O)C=CN2CCC 1-(3-((6-((5-methylthiazol-2-yl)amino)-1-propyl-1H-pyrrolo[3,2-c]pyridin-4-yl)oxy)piperidin-1-yl)prop-2-en-1-one